Methyl (Z)-3-cyclohexyl-2-((ethoxycarbonyl)imino)-2,3-dihydrothiazole-4-carboxylate C1(CCCCC1)N1/C(/SC=C1C(=O)OC)=N/C(=O)OCC